(E)-3-(2,3,4-trifluorophenyl)-N'-((E)-3-(2,3,4-trifluorophenyl)acryloyl)acrylohydrazide FC1=C(C=CC(=C1F)F)/C=C/C(=O)NNC(\C=C\C1=C(C(=C(C=C1)F)F)F)=O